FC(C=1C=CC(=NC1)O[C@@H]1CN(CC1)C1=C(C(=O)OC(C)(C)C)C=CC=C1)(F)F (S)-tert-butyl 2-(3-(5-(trifluoromethyl)pyridin-2-yloxy)pyrrolidin-1-yl)benzoate